C1(=CC=CC=C1)C1OCCC2=CC(=C(C=C12)O)O 1-Phenyl-6,7-dihydroxy-isochroman